ClC=1C=CC(=C(OC2CCC3(CN(C3)C(=O)N3CC4(C3)NC(OC4)=O)CC2)C1)S(=O)(=O)C 2-[7-(5-chloro-2-mesyl-phenoxy)-2-azaspiro[3.5]nonane-2-carbonyl]-7-oxa-2,5-diazaspiro[3.4]octan-6-one